N[C@H]([C@H](C1=CC=CC=C1)[N-]S(=O)(=O)C1=CC=C(C)C=C1)C1=CC=CC=C1 ([(1s,2s)-(-)-2-amino-1,2-diphenylethyl])(4-toluenesulfonyl)amide